N4-(3-isopropylsulfonyl-1-methyl-1H-pyrazol-4-yl)5-bromo-pyrimidin-2,4-diamine C(C)(C)S(=O)(=O)C1=NN(C=C1NC1=NC(=NC=C1Br)N)C